CC(C(=O)C1=C(O)C=C(C=C1O)O)CC (2-methylbutyryl)phloroglucinol